FC1=C2C=C(NC2=CC(=C1)F)C(=O)N([C@@H](CC(C)C)C(=O)N1C[C@]2(C[C@H]1C(=O)N)C(NC1=CC=C(C=C12)S(=O)(=O)C)=O)C (3R,5'S)-1'-(N-(4,6-difluoro-1H-indole-2-carbonyl)-N-methyl-L-leucyl)-5-(methylsulfonyl)-2-oxospiro[indoline-3,3'-pyrrolidine]-5'-carboxamide